COC1=CC=C(COC(=O)C=2N3C([C@H]([C@H]3SCC2CSC2=CC=C(C=C2)NC(C2=CC=CC=C2)=O)NC(CC2=CC=CC=C2)=O)=O)C=C1 4-Methoxybenzyl-(6R,7R)-3-(((4-benzamidophenyl)thio)methyl)-8-oxo-7-(2-phenylacetamido)-5-thia-1-azabicyclo[4.2.0]oct-2-en-2-carboxylat